C(C)N1C2=CC=CC=C2SC=2C=CC=CC12 N-ethyl-phenothiazine